N-cyclopentyl-2-(3,8-diazabicyclo[3.2.1]octan-8-yl)-4-(1-hydroxypropan-2-yl)-benzo[d]thiazole-6-carboxamide C1(CCCC1)NC(=O)C1=CC2=C(N=C(S2)N2C3CNCC2CC3)C(=C1)C(CO)C